(3-(1-cyclopentyl-1H-pyrazol-4-yl)-5-fluorophenyl)methylamine trifluoroacetate FC(C(=O)O)(F)F.C1(CCCC1)N1N=CC(=C1)C=1C=C(C=C(C1)F)CN